BrCC1=C(N=NN1C)C1=CC=C(C(=N1)C)O[C@@H]1C[C@H](CCC1)C(=O)OC Methyl (1S,3S)-3-((6-(5-(bromomethyl)-1-methyl-1H-1,2,3-triazol-4-yl)-2-methylpyridin-3-yl)oxy)cyclohexane-1-carboxylate